(S)-N-(7-chloro-6-(1-(3R-methyltetrahydrofuran-3-yl)piperidin-4-yl)isoquinolin-3-yl)-6-oxaspiro[2.5]octane-1-carboxamide ClC1=C(C=C2C=C(N=CC2=C1)NC(=O)[C@H]1CC12CCOCC2)C2CCN(CC2)[C@]2(COCC2)C